N(=[N+]=[N-])CCC(CCN=[N+]=[N-])C1=CC=CC=C1 (1,5-diazidopentan-3-yl)benzene